(S)-1-(pyridin-3-yl)-2-((triisopropylsilyl)oxy)ethan-1-ol N1=CC(=CC=C1)[C@@H](CO[Si](C(C)C)(C(C)C)C(C)C)O